2-fluoro-N-{3-[4-(methylamino)quinolin-6-yl]phenyl}prop-2-enamide FC(C(=O)NC1=CC(=CC=C1)C=1C=C2C(=CC=NC2=CC1)NC)=C